BrC=1C(=C2C=NN(C2=CC1)C1CC1)F 5-bromo-1-cyclopropyl-4-fluoroindazole